7-isopropoxy-N-[6-(trifluoromethyl)-2-pyridinyl]imidazo[1,2-a]pyridine-6-carboxamide C(C)(C)OC1=CC=2N(C=C1C(=O)NC1=NC(=CC=C1)C(F)(F)F)C=CN2